C(C=C)(=O)N1C[C@@H](N(C[C@H]1C)C1=CC(=NC=2CN(CCC12)C1=CC=CC2=CC=CC(=C12)C)C(=O)NCCN(C)C)C 4-((2S,5R)-4-acryloyl-2,5-dimethylpiperazin-1-yl)-N-(2-(dimethylamino)ethyl)-7-(8-methylnaphthalen-1-yl)-5,6,7,8-tetrahydro-1,7-naphthyridine-2-carboxamide